4-((2-chloro-6-morpholino-9H-purin-8-yl)methyl)morpholine ClC1=NC(=C2N=C(NC2=N1)CN1CCOCC1)N1CCOCC1